N-(2-(4-(3-isopropyl-4-oxo-7-(1-trityl-1H-imidazol-4-yl)-3,4-dihydroimidazo[2,1-f][1,2,4]triazin-2-yl)-1H-pyrazol-1-yl)ethyl)pivalamide C(C)(C)N1C(=NN2C(C1=O)=NC=C2C=2N=CN(C2)C(C2=CC=CC=C2)(C2=CC=CC=C2)C2=CC=CC=C2)C=2C=NN(C2)CCNC(C(C)(C)C)=O